FC1(CCC2=C1N=C(N=C2C2=CC1=C([C@H](CO1)N(C(OCC1=CC=CC=C1)=O)C1COC1)C=C2)S(=O)(=O)C)F benzyl (R)-(6-(7,7-difluoro-2-(methylsulfonyl)-6,7-dihydro-5H-cyclopenta[d]pyrimidin-4-yl)-2,3-dihydrobenzofuran-3-yl)(oxetan-3-yl)carbamate